tri-(2,3,3-tri-methyl-pentyl)-aluminum CC(C[Al](CC(C(CC)(C)C)C)CC(C(CC)(C)C)C)C(CC)(C)C